(7R,14S)-1-(difluoromethoxy)-12-((1S,4R)-4-((R)-2,3-dihydroxypropoxy)cyclohexyl)-6-methyl-6,7-dihydro-7,14-methanobenzo[c]pyrido[1',2':1,5]pyrazolo[4,3-f]azocin-5(14H)-one FC(OC1=CC=CC=2C(N([C@H]3C=4C([C@@H](C21)C3)=C3N(N4)C=CC(=C3)C3CCC(CC3)OC[C@@H](CO)O)C)=O)F